O=S1(CCN(CC1)CC(=O)N1CCC(CC1)OC=1C=CC=C2C(=NN(C12)C)C1C(NC(CC1)=O)=O)=O 3-(7-((1-(2-(1,1-dioxidothiomorpholino)acetyl)piperidin-4-yl)oxy)-1-methyl-1H-indazol-3-yl)piperidine-2,6-dione